ClC=1C(=NC=CC1C1=C(C(=CC=C1)C1=NC(=C(C=C1)CNC[C@@H]1NC(CC1)=O)OC)Cl)C1=CC(=C(CN[C@H](C)C(=O)OC(C)C)C=C1)OC isopropyl (4-(3-chloro-4-(2-chloro-3-(6-methoxy-5-(((((R)-5-oxopyrrolidin-2-yl)methyl)amino)methyl)pyridin-2-yl)phenyl)pyridin-2-yl)-2-methoxybenzyl)-D-alaninate